N-(4'-((2-(1,1-difluoroethyl)-6-methylpyrimidin-4-yl)amino)-5-(4-methylpiperazin-1-yl)-[2,3'-bipyridin]-6'-yl)acetamide FC(C)(F)C1=NC(=CC(=N1)NC1=C(C=NC(=C1)NC(C)=O)C1=NC=C(C=C1)N1CCN(CC1)C)C